tert-butyl N-{1-[5-(4,4,4-trifluorobutyl)-1,3,4-oxadiazol-2-yl]piperidin-4-yl}carbamate FC(CCCC1=NN=C(O1)N1CCC(CC1)NC(OC(C)(C)C)=O)(F)F